OC[C@@H](C1=CC=C(C=C1)C1=C(N=CS1)C)NC(OC(C)(C)C)=O tert-butyl (R)-(2-hydroxy-1-(4-(4-methylthiazol-5-yl)phenyl)ethyl)carbamate